(3S)-3-({N-[(4-methoxy-1H-indol-2-yl)carbonyl]-L-leucyl}amino)-2-oxo-4-[(3S)-2-oxopyrrolidin-3-yl]butyl 1,4-dimethylpiperidine-4-carboxylate, trifluoroacetate salt FC(C(=O)O)(F)F.CN1CCC(CC1)(C(=O)OCC([C@H](C[C@H]1C(NCC1)=O)NC([C@@H](NC(=O)C=1NC2=CC=CC(=C2C1)OC)CC(C)C)=O)=O)C